C1(CC1)C1=CC=C(N=N1)C(C(=O)NCC1=CC(=C(C(=C1)Cl)C1C(NC(CC1)=O)=O)Cl)(C)C 2-(6-cyclopropylpyridazin-3-yl)-N-(3,5-dichloro-4-(2,6-dioxopiperidin-3-yl)benzyl)-2-methylpropanamide